tert-Butyl 3-((5-bromo-6-methylpyridin-2-yl)amino)pyrrolidine-1-carboxylate BrC=1C=CC(=NC1C)NC1CN(CC1)C(=O)OC(C)(C)C